ClC1=C(C=CC(=C1I)F)NC(O)=O (2-chloro-4-fluoro-3-iodophenyl)carbamic acid